(coniferyl)-3-aminopyridinamide C(\C=C\C1=CC(OC)=C(O)C=C1)C1=C(C(=NC=C1)C(=O)N)N